(3aR,5R,6aS)-N-[(1R,6S)-2,2-difluoro-6-{[(3S)-1-(propan-2-yl)pyrrolidin-3-yl]oxy}cyclohexyl]-5-(5-methyl-1,2,4-oxadiazol-3-yl)hexahydrocyclopenta[c]pyrrole-2(1H)-carboxamide FC1([C@@H]([C@H](CCC1)O[C@@H]1CN(CC1)C(C)C)NC(=O)N1C[C@@H]2[C@H](C1)CC(C2)C2=NOC(=N2)C)F